(cyclopropanecarboxamide) 1-(methylamino)-2,7-naphthyridine-4-carboxylate CNC1=NC=C(C2=CC=NC=C12)C(=O)O.C1(CC1)C(=O)N